6-(3-isopropyl-5-(1-(oxetan-3-yl)piperidin-4-yl)-1H-indol-2-yl)-7-methyl-[1,2,4]triazolo[1,5-a]pyridine C(C)(C)C1=C(NC2=CC=C(C=C12)C1CCN(CC1)C1COC1)C=1C(=CC=2N(C1)N=CN2)C